C(#N)C=1C=CC(=C(C1)B(O)O)OCOC 5-CYANO-2-(METHOXYMETHOXY)PHENYLBORONIC ACID